ClC=1C=C(NC2(CCC3(C(CC4=CC=CC=C34)C[C@H](COC3=C4C(=NC=C3)CCC4C)C)CC2)C(=O)O)C=CC1 (1R,4R)-4-(3-Chloroanilino)-2'-{(2R)-2-methyl-3-[(5-methyl-6,7-dihydro-5H-cyclopenta[b]pyridin-4-yl)oxy]propyl}-2',3'-dihydrospiro[cyclohexane-1,1'-indene]-4-carboxylic acid